Cis-N-(3-chloro-4-fluorophenyl)-5-(isothiazol-5-yl)-2-methyl-1,2,6-thiadiazinane-3-carboxamide 1,1-dioxide ClC=1C=C(C=CC1F)NC(=O)[C@@H]1N(S(N[C@@H](C1)C1=CC=NS1)(=O)=O)C